ClC=1C=C2C(=CN1)N(C(=C2)C=2C(=NC=NC2OCC2=CC=C(C=C2)OC)OC)C 5-{5-chloro-1-methylpyrrolo[2,3-c]pyridin-2-yl}-4-methoxy-6-[(4-methoxyphenyl)methoxy]pyrimidine